C1(CCCCC1)C1=CCCCC1 cyclohexyl-cyclohexene